COCOC1=C(C=O)C=C(C=C1)OCOC 2,5-Bis(methoxymethoxy)benzaldehyde